(4-(3,4-Dihydroisoquinolin-2(1H)-yl)piperidin-1-yl)(4-hydroxyphenyl)methanone C1N(CCC2=CC=CC=C12)C1CCN(CC1)C(=O)C1=CC=C(C=C1)O